2-((4-hydroxy-3-methoxy-benzyl)amino)-2-oxoethyl butyrate C(CCC)(=O)OCC(=O)NCC1=CC(=C(C=C1)O)OC